N-(2-Methoxy-5-((4-(trifluoromethyl)phenyl)amino)phenyl)-1-methyl-5-oxo-pyrrolidine-2-carboxamide COC1=C(C=C(C=C1)NC1=CC=C(C=C1)C(F)(F)F)NC(=O)C1N(C(CC1)=O)C